O1C(CC=CC1)C(=O)OCC ethyl 3,6-dihydro-2H-pyran-2-carboxylate